C(C=C)C1(C(OCCCC1)=O)C(CCCCCO[Si](C)(C)C(C)(C)C)=O 3-allyl-3-(6-((tert-butyldimethylsilyl)oxy)hexanoyl)oxepan-2-one